N'-((2,3-dicyclopropyl-6,7-dihydro-5H-cyclopenta[b]pyridin-4-yl)carbamoyl)-1-ethyl-1H-pyrazole-3-sulfonimidamide C1(CC1)C1=C(C(=C2C(=N1)CCC2)NC(=O)N=S(=O)(N)C2=NN(C=C2)CC)C2CC2